BrC=1C(=C(C=CC1)C(C(=O)Cl)C)F 2-(3-Bromo-2-fluoro-phenyl)propanoyl chloride